C1C=CN2CC=CC12C(=O)[O-] 1H-pyrrolizin-7a(5H)-carboxylate